tert-butyl N-[12-hydroxy-12,20-bis(trifluoromethyl)-22,23-dioxa-3,4,14,15,21-pentaazatetracyclo[15.3.1.12,5.113,16]tricosa-1(20),2,4,13,15,17(21),18-heptaen-18-yl]carbamate OC1(CCCCCCC2=NN=C(C3=C(C=C(C(C4=NN=C1O4)=N3)NC(OC(C)(C)C)=O)C(F)(F)F)O2)C(F)(F)F